COC=1C=CC=2C(C1)=NN1C2C(=NC=2C=C(C=CC12)OCOC)C1=CC=CC=C1 9-methoxy-3-(methoxymethoxy)-6-phenylindazolo[2,3-a]quinoxaline